ClC=1C=C(C=CC1F)C(C)(O)C1CC(C1)C(F)(F)F 1-(3-chloro-4-fluorophenyl)-1-(3-(trifluoromethyl)cyclobutyl)1-ethanol